8-fluoro-4-(1-{[1-(propan-2-yl)-1H-pyrazol-3-yl]methyl}-1H-1,2,3-triazol-4-yl)quinolin-2-amine FC=1C=CC=C2C(=CC(=NC12)N)C=1N=NN(C1)CC1=NN(C=C1)C(C)C